17-(Acryloyloxy)-heptadecyl methacrylat C(C(=C)C)(=O)OCCCCCCCCCCCCCCCCCOC(C=C)=O